C(C)C1=C(C=CC(=C1)F)NC1=C(C(=O)O)C=C(C=C1)F 2-((2-ethyl-4-fluorophenyl)-amino)-5-fluoro-benzoic acid